CC(C)N1N=CC2=C1N=C(C=C2C(=O)O)C(C)C 1,6-bis(propan-2-yl)-1H-pyrazolo[3,4-b]pyridine-4-carboxylic acid